Bicyclo[2.2.2]octadiene C1CC2=CC=C1CC2